C[SiH3] Methyl-Silane